1-(2-methoxyethyl)-2-({4-[2-methyl-2-(4-methylphenyl)-1,3-benzodioxol-4-yl]piperidin-1-yl}methyl)-1H-benzimidazole-6-carboxylic acid, formate salt C(=O)O.COCCN1C(=NC2=C1C=C(C=C2)C(=O)O)CN2CCC(CC2)C2=CC=CC=1OC(OC12)(C1=CC=C(C=C1)C)C